CN(C)CC1(CCCC1)CN {1-[(dimethylamino)methyl]cyclopentyl}methylamine